4-(4-((4-tert-butylpiperazin-1-yl)methyl)-2-fluorobenzylamino)-2-(2,6-dioxopiperidin-3-yl)isoindoline-1,3-dione C(C)(C)(C)N1CCN(CC1)CC1=CC(=C(CNC2=C3C(N(C(C3=CC=C2)=O)C2C(NC(CC2)=O)=O)=O)C=C1)F